ClC=1C(=C(C#N)C=C(C1)C1CCCC2=CC(=CC=C12)OCC1=NC(=NC=C1)SC)OCCCl 3-chloro-2-(2-chloroethoxy)-5-(6-((2-(methylthio)pyrimidin-4-yl)methoxy)-1,2,3,4-tetrahydronaphthalen-1-yl)benzonitrile